OC(CNC(OCC1C2CC/C=C/CCC12)=O)CNC(OCC1C2CC/C=C/CCC12)=O bis(((E)-bicyclo[6.1.0]non-4-en-9-yl)methyl) (2-hydroxypropane-1,3-diyl)dicarbamate